4-ethyl-3-(N-(5-(methylsulfonyl)-2-(5-methylthiophen-2-yl)phenyl)sulfamoyl)benzoic Acid C(C)C1=C(C=C(C(=O)O)C=C1)S(NC1=C(C=CC(=C1)S(=O)(=O)C)C=1SC(=CC1)C)(=O)=O